BrC1=C(OCCCOC2OCCCC2)C=CC=C1F 2-(3-(2-bromo-3-fluorophenoxy)propoxy)tetrahydro-2H-pyran